ClC=1C(=NC(=NC1)NC1=C(C=C(C=C1)N1CCC(CC1)N(CCCC=1C=C2CN(C(C2=CC1)=O)C1C(NC(CC1)=O)=O)C)OC)NC1=C(C=CC=C1)P(=O)(C)C 3-(5-(3-((1-(4-((5-chloro-4-((2-(dimethylphosphoryl)phenyl)amino)pyrimidin-2-yl)amino)-3-methoxyphenyl)piperidin-4-yl)(methyl)amino)propyl)-1-oxoisoindolin-2-yl)piperidine-2,6-dione